C(C1=CC=CC=C1)O[C@@H]1[C@H]([C@H](O)O[C@@H]([C@H]1O[C@H]1[C@H](OCC2=CC=CC=C2)[C@@H](OCC2=CC=CC=C2)[C@@H](OCC2=CC=CC=C2)[C@H](O1)COCC1=CC=CC=C1)COCC1=CC=CC=C1)N1C(C2=CC=CC=C2C1=O)=O 3,6-di-O-benzyl-2-deoxy-2-(1,3-dioxo-1,3-dihydro-2H-isoindol-2-yl)-4-O-(2,3,4,6-tetra-O-benzyl-β-D-galactopyranosyl)-β-D-glucopyranose